(1-(naphthalen-1-yl)cyclopropyl)benzo[d]oxazole-6-carboxamide C1(=CC=CC2=CC=CC=C12)C1(CC1)C=1OC2=C(N1)C=CC(=C2)C(=O)N